1-(3,5-dibromo-4-methoxyphenyl)-1-decanone BrC=1C=C(C=C(C1OC)Br)C(CCCCCCCCC)=O